(3-((5-fluoro-2-(5-methyl-3-(trifluoromethyl)-1H-pyrazol-1-yl)pyridin-4-yl)oxy)azetidin-1-yl)methanone FC=1C(=CC(=NC1)N1N=C(C=C1C)C(F)(F)F)OC1CN(C1)C=O